CC=1C=C(C=CC1OC1COCC1)B(O)O [3-METHYL-4-(OXOLAN-3-YLOXY)PHENYL]BORANEDIOL